titanium(IV) tetrakis(2-ethylhexanoate) C(C)C(C(=O)[O-])CCCC.C(C)C(C(=O)[O-])CCCC.C(C)C(C(=O)[O-])CCCC.C(C)C(C(=O)[O-])CCCC.[Ti+4]